C(C)N1C(=C(C2=CC(=C(C=C12)C(=O)O)C)CCC(N)=O)CCCCC 1-ethyl-5-methyl-2-pentyl-3-(2-carbamoylethyl)-indole-6-carboxylic acid